2-(hydroxymethyl)-2-(((4-methoxybenzyl)oxy)methyl)propane-1,3-diol OCC(CO)(CO)COCC1=CC=C(C=C1)OC